N-methylpyrazolo[1,5-a]pyridine-6-carboxamide CNC(=O)C=1C=CC=2N(C1)N=CC2